N-[(1S)-5-[2-(2-aminopyridin-3-yl)-5-phenylimidazo[4,5-b]pyridin-3-yl]-2,3-dihydro-1H-inden-1-yl]-4-formyl-5-hydroxypyrazolo[1,5-a]pyridine-3-carboxamide NC1=NC=CC=C1C1=NC=2C(=NC(=CC2)C2=CC=CC=C2)N1C=1C=C2CC[C@@H](C2=CC1)NC(=O)C=1C=NN2C1C(=C(C=C2)O)C=O